[2H]C(Cl)(Cl)Cl The molecule is a deuterated compound that is is an isotopologue of chloroform in which the hydrogen atom is replaced with a deuterium. Commonly used as a solvent in proton MNR spectroscopy. It has a role as a non-polar solvent. It is a deuterated compound and a member of chloromethanes.